N-(1-(6,7-Difluoro-1-oxo-1,2-dihydroisoquinolin-4-yl)ethyl)-3-(difluoromethyl)-4-fluoro-N-methylbenzamide FC=1C=C2C(=CNC(C2=CC1F)=O)C(C)N(C(C1=CC(=C(C=C1)F)C(F)F)=O)C